COC1=C(C2=C(S1)CCC2)NC(NS(N(C2CN(CCC2)C)C=2C=NN(C2)C)(=O)=O)=O 3-{2-Methoxy-4H,5H,6H-cyclopenta[b]thiophen-3-yl}-1-[(1-methyl-1H-pyrazol-4-yl)(1-methylpiperidin-3-yl)sulfamoyl]urea